FC=1C=2N(C=C(C1)NC(=O)C=1C=CC(=C3N=CC=NC13)N1CCC(CC1)CN(C(OC(C)(C)C)=O)C)C=C(N2)C tert-butyl N-({1-[8-({8-fluoro-2-methylimidazo[1,2-a]pyridin-6-yl} carbamoyl) quinoxalin-5-yl] piperidin-4-yl} methyl)-N-methylcarbamate